ClC1=CC=C(C=C1)[C@H](CC1=NOC(=N1)CN1N=CC(=C(C1=O)C)CO)O 2-({3-[(2S)-2-(4-chlorophenyl)-2-hydroxyethyl]-1,2,4-oxadiazol-5-yl}methyl)-5-(hydroxymethyl)-4-methylpyridazin-3-one